3-(1-((3-Fluorooxetan-3-yl)methyl)-1H-pyrazolo[4,3-c]pyridin-6-yl)-1-(tetrahydro-2H-pyran-2-yl)-1H-pyrazol-4-amine FC1(COC1)CN1N=CC=2C=NC(=CC21)C2=NN(C=C2N)C2OCCCC2